ClC1=C(C=C(OCC(=O)NC23CC(C2)(C3)NC(=O)C3=CC=NC=C3)C=C1)F N-{3-[2-(4-chloro-3-fluorophenoxy)acetamido]bicyclo[1.1.1]pentan-1-yl}pyridine-4-carboxamide